(S)-1-(2-hydroxyethyl)-4-methyl-5-[2-(trifluoromethyl)phenyl]-1H-pyrrole-3-carboxylic acid methyl ester COC(=O)C1=CN(C(=C1C)C1=C(C=CC=C1)C(F)(F)F)CCO